N-Ethyl-5-fluoro-N-isopropyl-2-((4-(7-(((2S,5R)-5-(methylsulfonamido)tetrahydro-2H-pyran-2-yl)methyl)-2,7-diazaspiro[3.5]nonan-2-yl)pyrimidin-5-yl)oxy)benzamide C(C)N(C(C1=C(C=CC(=C1)F)OC=1C(=NC=NC1)N1CC2(C1)CCN(CC2)C[C@H]2OC[C@@H](CC2)NS(=O)(=O)C)=O)C(C)C